OC(C(=O)N[C@@H](C)C1=CC=C(C(=O)OC)C=C1)C(C)C methyl 4-((1S)-1-(2-hydroxy-3-methylbutanamido)ethyl)benzoate